FC(S(=O)(=O)OCC(COS(=O)(=O)C(F)(F)F)C1=CC=CC=C1)(F)F 2-phenylpropane-1,3-diyl bis(trifluoromethanesulfonate)